NCC(C=1SC=C(N1)CO)NC(=O)C=1NC(=CC1)C=1C=NC(=CC1)C(F)(F)F N-(2-Amino-1-(4-(hydroxymethyl)thiazol-2-yl)ethyl)-5-(6-(trifluoromethyl)pyridin-3-yl)-1H-pyrrole-2-carboxamide